(hex-5-yn-1-yloxy)benzene C(CCCC#C)OC1=CC=CC=C1